CC=1C(=NC(=NC1)NC1=CC(=CC=C1)C(C)N1CCOCC1)NC=1C=CC2=C(NC(O2)=O)C1 5-(5-methyl-2-(3-(1-morpholinoethyl)phenylamino)pyrimidin-4-ylamino)benzo[d]oxazol-2(3H)-one